methyl 2,5-diethylthiazole-4-carboxylate C(C)C=1SC(=C(N1)C(=O)OC)CC